2-((2-ethyl-6-(2-(3-oxoazetidin-1-yl)pyrimidin-5-yl)imidazo[1,2-a]pyridin-3-yl)(methyl)amino)-4-(4-fluorophenyl)thiazole-5-carbonitrile C(C)C=1N=C2N(C=C(C=C2)C=2C=NC(=NC2)N2CC(C2)=O)C1N(C=1SC(=C(N1)C1=CC=C(C=C1)F)C#N)C